NC=1N=C(SC1C(=O)C=1C=C2CCCC2=CC1)N(C1=CC=C(C=C1)F)C(C(=O)N)C (N-[4-Amino-5-(indan-5-carbonyl)thiazol-2-yl]-4-fluoroanilino)propanamid